O(CCNCC(=O)O)CCNCC(=O)O N'-(oxydi-2,1-ethanediyl)bis-glycine